FCCN1N=NC(=C1)CNC(CN1N=NN=C1C(CCCCB1OC(C(O1)(C)C)(C)C)NC(C1=CC=CC=C1)(C1=CC=CC=C1)C1=CC=CC=C1)=O N-((1-(2-fluoroethyl)-1H-1,2,3-triazol-4-yl)methyl)-2-(5-(5-(4,4,5,5-tetramethyl-1,3,2-dioxaborolan-2-yl)-1-(tritylamino)pentyl)-1H-tetrazol-1-yl)acetamide